FC(C1=CC=2NC[C@@H]3N(C2N=C1)CCNC3)(F)F (R)-3-(trifluoromethyl)-5,6,6a,7,9,10-hexahydro-8H-pyrazino[1,2-a]pyrido[3,2-e]pyrazin